3-(nitromethyl)-3-(4-fluoro-1H-pyrazol-1-yl)azetidine-1-carboxylic acid tert-butyl ester C(C)(C)(C)OC(=O)N1CC(C1)(N1N=CC(=C1)F)C[N+](=O)[O-]